BrC1=CC(=C(C(=O)[O-])C=C1F)NC1=C(C=C(C=C1)F)CN(CCC1=NC(=CC=C1[N+](=O)[O-])OC)C(=O)OC(C)(C)C 4-bromo-2-((2-(((tert-butoxycarbonyl) (2-(6-methoxy-3-nitropyridin-2-yl) ethyl) amino) methyl)-4-fluorophenyl) amino)-5-fluorobenzoate